tri(chloropropyl) phosphate P(=O)(OCCCCl)(OCCCCl)OCCCCl